1,1,1,2,4,4,4-Heptafluoro-2-butene FC(C(=CC(F)(F)F)F)(F)F